ClC1=CC=C(C=C1)N1CC(N(C2(CN(C2)C(=O)NC)C1=O)CC1=CC=C(C=C1)C(F)(F)F)=O 8-(4-chlorophenyl)-N-methyl-6,9-dioxo-5-(4-(trifluoromethyl)benzyl)-2,5,8-triazaspiro[3.5]nonane-2-carboxamide